7-(6-cyano-5-(trifluoromethyl)pyridin-3-yl)-8-oxo-6-thioxo-5,7-diazaspiro[3.4]octan C(#N)C1=C(C=C(C=N1)N1C(NC2(CCC2)C1=O)=S)C(F)(F)F